1,1,1,3,3,3-hexafluoropropan-2-yl (S)-1-((6-(1H-pyrazol-1-yl)pyridin-3-yl)carbamoyl)-6-azaspiro[2.5]octane-6-carboxylate N1(N=CC=C1)C1=CC=C(C=N1)NC(=O)[C@H]1CC12CCN(CC2)C(=O)OC(C(F)(F)F)C(F)(F)F